5-methyl-1,2,3,6-tetrahydropyridine CC1=CCCNC1